(S)-5-(imidazo[1,2-b]pyridazin-6-yl)-N-(1,1,1-trifluoropropan-2-yl)-7H-pyrrolo[2,3-d]pyrimidin N=1C=CN2N=C(C=CC21)C2=CNC=1N(CN=CC12)[C@H](C(F)(F)F)C